C(N)(=O)C1=CC=CC2=CN(N=C12)C1=CC=C(C=C1)[C@H]1CN(CCC1)C(=O)OC(C)(C)C tert-butyl (S)-3-(4-(7-carbamoyl-2H-indazol-2-yl) phenyl)piperidine-1-carboxylate